1-Benzyl-2-(pyridin-2-yl)-1H-benzo[d]imidazole-6-carbonitrile C(C1=CC=CC=C1)N1C(=NC2=C1C=C(C=C2)C#N)C2=NC=CC=C2